(R)-1-(6-(8-methyl-3-(3-methyl-1,2,4-thiadiazol-5-yl)-5,6,7,8-tetrahydro-[1,2,4]triazolo[4,3-a]pyrazine-7-carbonyl)-3,4-dihydroisoquinolin-2(1H)-yl)ethan-1-one C[C@@H]1C=2N(CCN1C(=O)C=1C=C3CCN(CC3=CC1)C(C)=O)C(=NN2)C2=NC(=NS2)C